methyl (R)-10-fluoro-1,2,3,5,6,10b-hexahydropyrrolo[2,1-a]isoquinoline-8-carboxylate FC=1C=C(C=C2CCN3[C@@H](C12)CCC3)C(=O)OC